P(OCCCCCCCC\C=C/CCCCCCCC)(OCCCCCCCC\C=C/CCCCCCCC)O dioleyl hydrogen phosphite